Cl.C1(CC1)C1=CC=C(C=N1)NC(=O)[C@@H]1NCCCC1 (R)-N-(6-cyclopropylpyridin-3-yl)piperidine-2-carboxamide hydrochloride